7-oxo-3-[3-(thiazole-2-carbonylamino)pyrazol-1-yl]-1,6-diazabicyclo[3.2.1]oct-3-en-6-yl sulfate S(=O)(=O)(ON1C2C=C(CN(C1=O)C2)N2N=C(C=C2)NC(=O)C=2SC=CN2)[O-]